BrC=1C=C(C=2N(C3=CC=C(C=C3C2C1)Cl)S(=O)(=O)C1=CC=C(C)C=C1)CCCNC(OC(C)(C)C)=O tert-Butyl (3-(3-bromo-6-chloro-9-tosyl-9H-carbazol-1-yl)propyl)carbamate